2-aminoacetic acid-3,6,9,12,15-pentaoxaheptadec-16-enyl ester C(COCCOCCOCCOCCOC=C)OC(CN)=O